C(C)(C)NC(C(=O)C1=C2C=CC(NC2=C(C=C1)O)=O)CC 5-(2-isopropylaminobutyryl)-8-hydroxyquinolone